(R)-1-(1-(4-(Benzo[d]thiazol-7-yl)phenyl)-2-hydroxy-2-methylpropyl)-3-(2-ethynylthiazol-4-yl)urea S1C=NC2=C1C(=CC=C2)C2=CC=C(C=C2)[C@H](C(C)(C)O)NC(=O)NC=2N=C(SC2)C#C